tridecylAt C(CCCCCCCCCCCC)(=O)[O-]